FC1=C(C(=CC=C1)F)C1=CC(=CC2=C1C(=NO2)N2C(N1[C@H](CC2)C([C@@H](C1)NS(=O)(=O)CC)(F)F)=O)F N-{(4aR,6R)-2-[4-(2,6-difluorophenyl)-6-fluoro-1,2-benzoxazol-3-yl]-5,5-difluoro-1-oxooctahydropyrrolo[1,2-c]pyrimidin-6-yl}ethanesulfonamide